C1(=CC=CC=C1)[C@H](C)N1C[C@@]2(CCN(C2)C(=O)OC(C)(C)C)CC1 tert-butyl (S)-7-((S)-1-phenylethyl)-2,7-diazaspiro[4.4]nonane-2-carboxylate